Cyclopropyl-diphenyl-sulfonium tetrakis(pentafluorophenyl)borate FC1=C(C(=C(C(=C1[B-](C1=C(C(=C(C(=C1F)F)F)F)F)(C1=C(C(=C(C(=C1F)F)F)F)F)C1=C(C(=C(C(=C1F)F)F)F)F)F)F)F)F.C1(CC1)[S+](C1=CC=CC=C1)C1=CC=CC=C1